2-oxo-N-(3-(2,2,2-trifluoroethyl)-9H-xanthen-9-yl)-6-(trifluoromethyl)-1,2-dihydropyridine-3-carboxamide O=C1NC(=CC=C1C(=O)NC1C2=CC=CC=C2OC=2C=C(C=CC12)CC(F)(F)F)C(F)(F)F